1-{2-acetyl-5-oxa-2-azaspiro[3.4]octane-6-carbonyl}-4-fluoro-N-{phenyl-[4-(propan-2-yl)phenyl]methyl}pyrrolidine-2-carboxamide C(C)(=O)N1CC2(C1)OC(CC2)C(=O)N2C(CC(C2)F)C(=O)NC(C2=CC=C(C=C2)C(C)C)C2=CC=CC=C2